1-(8-hydroxy-5-methyl-3,4-dihydro-quinolin-1(2H)-yl)ethane-1-one (S)-tert-butyl-3-((4-((4-(trifluoromethyl)benzyl)oxy)benzyl)carbamoyl)pyrrolidine-1-carboxylate C(C)(C)(C)OC(=O)N1C[C@H](CC1)C(NCC1=CC=C(C=C1)OCC1=CC=C(C=C1)C(F)(F)F)=O.OC=1C=CC(=C2CCCN(C12)C(C)=O)C